6-bromo-2-methyl-1H-imidazo[4,5-b]Pyridine BrC=1C=C2C(=NC1)N=C(N2)C